N1=CC=CC=C1.[Pt] Trans-platinum pyridine